OC(CCCC(=O)O)CCCCCCC 5-hydroxy-lauric acid